N-[4-[[3-[2-[(1r,4r)-(4-(N,N-Dimethylamino)cyclohexyl)amino]pyrimidin-4-yl]-4-pyridyl]oxy]-3-fluorophenyl]2-chlorobenzenesulfonamide CN(C)C1CCC(CC1)NC1=NC=CC(=N1)C=1C=NC=CC1OC1=C(C=C(C=C1)NS(=O)(=O)C1=C(C=CC=C1)Cl)F